1,1-bis(t-butylperoxy)-3,3,5-tri-methylcyclohexane C(C)(C)(C)OOC1(CC(CC(C1)C)(C)C)OOC(C)(C)C